ClC1=CC2=C(C(C3=C(N(S2(=O)=O)C)C=CS3)NCCCOCC)C=C1 7-Chloro-10-((3-ethoxypropyl)amino)-4-methyl-4,10-dihydrobenzo[f]thieno[3,2-c][1,2]thiazepine 5,5-dioxide